CC1=C(C=CC(=C1)C)C1=NC(=NC(=N1)C1=C(C=C(C=C1)C)C)C1=C(C=C(C=C1)OC)O 2,4-bis(2,4-dimethylphenyl)-6-(2-hydroxy-4-methoxyphenyl)-1,3,5-triazine